C(=O)OC1=CC=CC=2NN=NC21 formyloxy-benzotriazole